C(C1=CC=CC=C1)OC=1C(=C(C=CC1)[C@H](CNCCCC)O)F (R)-1-(3-(benzyloxy)-2-fluorophenyl)-2-(butylamino)ethan-1-ol